6-Methoxy-N1,N1-dimethylbenzene-1,3-diamine COC1=CC=C(C=C1N(C)C)N